(3-dimethylaminopropyl)triethoxysilane CN(CCC[Si](OCC)(OCC)OCC)C